N-[3-(5-bromo-1H-pyrazolo[3,4-b]pyridine-3-carbonyl)-2,4-difluorophenyl]butane-1-sulfonamide BrC=1C=C2C(=NC1)NN=C2C(=O)C=2C(=C(C=CC2F)NS(=O)(=O)CCCC)F